5-(4-methoxyphenyl)nicotinic acid amide COC1=CC=C(C=C1)C=1C=NC=C(C(=O)N)C1